N-Boc-ethanamine C(=O)(OC(C)(C)C)NCC